O.CC1=CC=C(C=C1)S(=O)(=O)O p-Toluensulfonic acid monohydrate